COC1=CC=C(C[C@H]2NCCC=3CCCCC23)C=C1 |r| racemic-1-p-methoxybenzyl-1,2,3,4,5,6,7,8-octahydroisoquinoline